3-(3-(2,6-dimethylphenyl)-7-fluoro-2-methyl-4-oxo-3,4-dihydroquinazolin-6-yl)propionic acid ethyl ester C(C)OC(CCC=1C=C2C(N(C(=NC2=CC1F)C)C1=C(C=CC=C1C)C)=O)=O